deoxyribose tetraphosphate OP(O)(=O)OP(=O)(O)OP(=O)(O)OP(=O)(O)O.O=CC[C@H](O)[C@H](O)CO